tert-butyl (2-(3-formylphenoxy)ethyl)(methyl)carbamate C(=O)C=1C=C(OCCN(C(OC(C)(C)C)=O)C)C=CC1